Cl.NCCN1[Se]C2=C(C1=O)C=C(C=C2)F 2-(2-Aminoethyl)-5-fluoro-1,2-benzisoselenazol-3(2H)-one hydrochloride